2,2,6,6-Tetramethylpiperidinylmagnesium CC1(N(C(CCC1)(C)C)[Mg])C